N-(2-Chloro-3-{(4S)-1-[(1S*,3S*)-4,4-difluoro-3-methoxycyclohexyl]-2-imino-4-methyl-6-oxohexahydropyrimidin-4-yl}phenyl)-3-(2,2,2-trifluoroethyl)-imidazole-4-carboxamide ClC1=C(C=CC=C1[C@]1(NC(N(C(C1)=O)[C@@H]1C[C@@H](C(CC1)(F)F)OC)=N)C)NC(=O)C=1N(C=NC1)CC(F)(F)F |o1:14,16|